6-(2-(3-Chlorophenyl)-5,6-dihydro-4H-pyrrolo[1,2-b]pyrazol-3-yl)-[1,2,4]triazolo[1,5-a]pyridine ClC=1C=C(C=CC1)C=1C(=C2N(N1)CCC2)C=2C=CC=1N(C2)N=CN1